C(C)(C)(C)OC(N[C@@H]1[C@H](CCCC1)C1=CC(=NC=C1)Br)=O ((1S,2R)-2-(2-bromopyridin-4-yl)cyclohexyl)carbamic acid tert-butyl ester